2-amino-5-[4-(6-chloro-5-fluoro-indolin-1-yl)quinazolin-6-yl]-N,N-dimethyl-pyridine-3-carboxamide NC1=NC=C(C=C1C(=O)N(C)C)C=1C=C2C(=NC=NC2=CC1)N1CCC2=CC(=C(C=C12)Cl)F